tert-Butyl (4-bromo-1-(2-methoxyethyl)-1H-pyrazol-5-yl)carbamate BrC=1C=NN(C1NC(OC(C)(C)C)=O)CCOC